methyl (2S,3S,4S,5R)-3-(3,4-difluoro-2-hydroxy-5-iodo-phenyl)-4,5-dimethyl-5-(trifluoromethyl)tetrahydrofuran-2-carboxylate FC=1C(=C(C=C(C1F)I)[C@H]1[C@H](O[C@]([C@H]1C)(C(F)(F)F)C)C(=O)OC)O